C(C)(C)(C)[SiH2]NC(ON[SiH2]C(C)(C)C)=O t-butylsilylamino (tert-butyl silylcarbamate)